SCCSCC1SCC(SC1)CSCCS 2,5-bis[(2-mercaptoethyl)thiomethyl]-1,4-dithiane